2-n-butylamino-2-tolylacetonitrile C(CCC)NC1(C(C=CC=C1)C)CC#N